OCCC[PH3+] (hydroxypropyl)phosphonium